N1=CN=C(C=C1)C1=CNC2=NC=CC(=C21)N2CC1(CCCCN1)CCC2 8-(3-pyrimidin-4-yl-1H-pyrrolo[2,3-b]pyridin-4-yl)-1,8-diazaspiro[5.5]undecane